Cyclopropyl-6-methyl-1-(tetrahydro-2H-pyran-2-yl)-4-(4,4,5,5-tetramethyl-1,3,2-dioxaborolan-2-yl)-1H-indazole C1(CC1)C1=NN(C2=CC(=CC(=C12)B1OC(C(O1)(C)C)(C)C)C)C1OCCCC1